C(C)(C)(C)OC(=O)N[C@H](C(=O)O)CCC#N (S)-2-((tertbutoxycarbonyl)amino)-4-cyanobutanoic acid